N[C@H]1CCCC([C@@H]1C1=C(C2=NC(=CC(=C2S1)NCC#CC)Cl)Br)(F)F 2-((1r,6s)-6-amino-2,2-difluorocyclohexyl)-3-bromo-N-(but-2-yn-1-yl)-5-chlorothieno[3,2-b]pyridin-7-amine